NC1=C(C(=NC(=N1)C)N1CCS(CC1)(=O)=O)Cl 4-(6-amino-5-chloro-2-methylpyrimidin-4-yl)-1lambda6-thiomorpholine-1,1-dione